N-(5-(5-ethyl-1,3,4-oxadiazol-2-yl)-2,3-dihydro-1H-inden-1-yl)-6-methylimidazo[1,2-a]pyrimidine-3-carboxamide C(C)C1=NN=C(O1)C=1C=C2CCC(C2=CC1)NC(=O)C1=CN=C2N1C=C(C=N2)C